CC1=CC=C(C=C(C=O)CCCCCCCC)C=C1 2-(p-methylbenzylidene)decanal